FC(CNC(=O)C1=CN=C2N1C=C(C=C2)C2=CNC1=NC=C(C=C12)NC1=CC(=NC=C1)N1CCN(CC1)C)F N-(2,2-difluoroethyl)-6-(5-((2-(4-methylpiperazin-1-yl)pyridin-4-yl)amino)-1H-pyrrolo[2,3-b]pyridin-3-yl)imidazo[1,2-a]pyridine-3-carboxamide